3,3,4,4,5,5-hexafluorocyclopentene FC1(C=CC(C1(F)F)(F)F)F